5-Fluoro-4-[4-methyl-5-oxo-3-(prop-2-yl)-4,5-dihydro-1H-1,2,4-triazol-1-yl]-2-{[(2S)-4-methylpent-2-yl]oxy}-N-(tetrahydrofuran-3-yl)benzamide FC=1C(=CC(=C(C(=O)NC2COCC2)C1)O[C@@H](C)CC(C)C)N1N=C(N(C1=O)C)C(C)C